O=C1NC(CCC1NC1=CC=C(C=C1)C1CCN(CC1)CC(=O)N1CCCCC1)=O 1-(2-(4-(4-((2,6-dioxopiperidin-3-yl)amino)phenyl)piperidin-1-yl)acetyl)piperidin